1,2-di-tert-butyl (2S,4R)-4-(methanesulfonyloxy)pyrrolidine-1,2-dicarboxylate CS(=O)(=O)O[C@@H]1C[C@H](N(C1)C(=O)OC(C)(C)C)C(=O)OC(C)(C)C